C(C)(C)(C)OC(=O)N[C@@H](C(=O)OC)CN1N=C(N=N1)C1=CC=C(C=C1)OC1=NC=C(C=C1)Cl (R)-Methyl 2-((tert-butoxycarbonyl)amino)-3-(5-(4-((5-chloropyridin-2-yl)oxy)phenyl)-2H-tetrazol-2-yl)propanoate